C(C)(C)(C)OC(=O)C1CCN(CC1)CC=1C=C(C(=O)N2CCCC23CCN(CC3)C(=O)OC(C(F)(F)F)C(F)(F)F)C=C(C1)Cl 1,1,1,3,3,3-hexafluoropropan-2-yl 1-(3-((4-(tert-butoxycarbonyl)piperidin-1-yl)methyl)-5-chlorobenzoyl)-1,8-diazaspiro[4.5]decane-8-carboxylate